bis(2-hydroxypropyl)-p-toluidine OC(CN(C1=CC=C(C=C1)C)CC(C)O)C